2-methylphenyl 2,2,2-trifluoroethyl sulfoxide FC(CS(=O)C1=C(C=CC=C1)C)(F)F